methyl 3-(9-((4-(aminomethyl)-2,6-diisopropylphenyl)carbamoyl)-4,5-dihydrobenzo[b]thieno[2,3-d]oxepin-8-yl)-6-(propylcarbamoyl)picolinate NCC1=CC(=C(C(=C1)C(C)C)NC(=O)C1=CC2=C(OCCC3=C2SC=C3)C=C1C=1C(=NC(=CC1)C(NCCC)=O)C(=O)OC)C(C)C